3-methyl-1-(6-(((1S,3S)-3-((5-methyl-1,2,4-oxadiazol-3-yl)amino)cyclopentyl)amino)pyridin-3-yl)imidazolidine-2,4-dione CN1C(N(CC1=O)C=1C=NC(=CC1)N[C@@H]1C[C@H](CC1)NC1=NOC(=N1)C)=O